ClC=1C=C(C(=NC1)OC(F)F)C=1N(C(=NN1)C1=C(N)C=CC=C1)C 2-(5-(5-chloro-2-(difluoromethoxy)pyridin-3-yl)-4-methyl-4H-1,2,4-triazol-3-yl)aniline